din-butyl peroxydicarbonate C(=O)(OCCCC)OOC(=O)OCCCC